CC=1C=C(C=NC1N1CC=2C=C(C=NC2CC1)NC1=C(C(=CC(=C1)F)F)F)C#N 5-methyl-6-[3-(2,3,5-trifluoroanilino)-7,8-dihydro-5H-1,6-naphthyridin-6-yl]pyridine-3-carbonitrile